C(C)(C)(C)OC(=O)N1C=C(C=2C1=NC=C(C2)Br)I 5-bromo-3-iodo-1H-pyrrolo[2,3-b]pyridine-1-carboxylic acid tert-butyl ester